C(C)(C)(C)OC(=O)N(C(OC(C)(C)C)=O)C1=C(C(=CC(=C1)C(N(C)OC)=O)C(F)(F)F)F tert-butyl (tert-butoxycarbonyl)(2-fluoro-5-(methoxy(methyl)carbamoyl)-3-(trifluoromethyl)phenyl)carbamate